(2-(trimethylsilyl)ethoxy)methoxy(phenyl)-1-(tetrahydro-2H-pyran-2-yl)-1H-indazole C[Si](CCOC=1C(=C2C(=NN(C2=CC1)C1OCCCC1)C1=CC=CC=C1)OC)(C)C